NC=1C=CC(=C(C1)N1N=CC(=N1)C(=O)OC)C methyl 2-(5-amino-2-methylphenyl)-2H-1,2,3-triazole-4-carboxylate